Cl.NCC(=O)C1=CC(=C(C=C1)Cl)F 2-amino-1-(4-chloro-3-fluorophenyl)ethan-1-one hydrochloride